BrC=1C=CC(=NC1)N1CC(C1)OC1=CC(=C(C=C1)CCC1=C(C(=C(C=C1)C(C)C)C(C)C)C(C)C)F 5-bromo-2-(3-(3-fluoro-4-((trisisopropylphenyl)ethyl)phenoxy)azetidin-1-yl)pyridine